3-(4-(((4-((adamantan-1-ylmethoxy)methyl)thiazol-2-yl)methyl)thio)-1-oxoisoindolin-2-yl)piperidine-2,6-dione C12(CC3CC(CC(C1)C3)C2)COCC=2N=C(SC2)CSC2=C3CN(C(C3=CC=C2)=O)C2C(NC(CC2)=O)=O